5-ethyl-4-iodo-2-methyl-pyrazole-3-carboxylic acid C(C)C=1C(=C(N(N1)C)C(=O)O)I